BrC1=NN(C2=C1N=C(N=C2NCCCC)NC(=O)OC)CC2=C(C=C(C=N2)C=2CCN(CC2)C(=O)OC(C)(C)C)OC tert-butyl 6-((3-bromo-7-(butylamino)-5-((methoxycarbonyl) amino)-1H-pyrazolo[4,3-d]pyrimidin-1-yl) methyl)-5-methoxy-3',6'-dihydro-[3,4'-bipyridine]-1'(2'H)-carboxylate